COC1=CC=C(CNC(=O)NC2CC3(C2)CC(C3)C(=O)N3CCN(CC3)CC3=CC=NC=C3)C=C1 1-(4-methoxybenzyl)-3-(6-(4-(pyridin-4-ylmethyl)piperazine-1-carbonyl)spiro[3.3]heptan-2-yl)urea